C(C)(C)(C)OC(=O)NCCCC(C(=O)[O-])CC(C)([N+](=O)[O-])C.C1(=CC=CC=C1)[C@@H](C)[NH3+] (1R)-1-phenylethanaminium 2-{3-[(tert-butoxycarbonyl)amino]propyl}-4-methyl-4-nitropentanoate